ClC1=CC(=C(C=C1)N1[C@H]2CN([C@@H](C1)C2)C2=C(N)C=CC=C2)F 2-((1R,4R)-5-(4-chloro-2-fluorophenyl)-2,5-diazabicyclo[2.2.1]heptan-2-yl)aniline